C(C)(C)(C)OC(=O)N1C=NCC1 N-t-butoxycarbonyl-imidazoline